5-bromo-4-chloro-3-indolyl-phosphorus BrC=1C(=C2C(=CNC2=CC1)[P])Cl